C1(CC1)CN1[C@H]2[C@@]3(CCC([C@H]4[C@@]3(C=3C(=C(C=CC3C2)O)O4)CC1)=C)O 17-cyclopropylmethyl-4,5α-epoxymethylenemorphinan-3,14-diol